ClC1=C(C=CC=C1)C1=C2N(C(=NC1=O)NC1CC(C1)O)C=CC(=C2)C(F)(F)F 4-(2-Chlorophenyl)-1-(((1R,3R)-3-hydroxycyclobutyl)amino)-6-(trifluoromethyl)-3H-pyrido[1,2-c]Pyrimidine-3-one